N-methyl-N-(2-methyl-2-(5-(2-((4-(trifluoromethyl)phenyl)amino)phenyl)-1,3,4-oxadiazol-2-yl)propyl)cyanamide CN(C#N)CC(C)(C=1OC(=NN1)C1=C(C=CC=C1)NC1=CC=C(C=C1)C(F)(F)F)C